C(C1=CC=CC=C1)OC1=C(C(=NC(=C1)C)[C@@H]1O[C@]([C@H]([C@H]1C1=C(C(=C(C=C1)F)F)OC)C)(C(F)(F)F)C)C=1OCCC1 4-(benzyloxy)-2-((2R,3S,4S,5R)-3-(3,4-difluoro-2-methoxyphenyl)-4,5-dimethyl-5-(trifluoromethyl)tetrahydrofuran-2-yl)-3-(4,5-dihydrofuran-2-yl)-6-methylpyridine